[W].[Ce].[La] lanthanum-cerium tungsten